FC(S(=O)(=N)C=1C=NN(C1)CC1CC2(CN(C2)C(=O)N2C[C@@H]3[C@@H](OCC(N3)=O)CC2)C1)(F)F |r| rac-(4aR,8aS)-6-[6-[[4-(trifluoromethylsulfonimidoyl)pyrazol-1-yl]methyl]-2-azaspiro[3.3]heptane-2-carbonyl]-4,4a,5,7,8,8a-hexahydropyrido[4,3-b][1,4]oxazin-3-one